methyl 4-(4-methoxythieno[3,2-e]benzofuran-7-yl)-2-methyl-4-oxobutanoate COC1=CC2=C(C=3C=COC31)C=C(S2)C(CC(C(=O)OC)C)=O